[C@H]12CN(C[C@H](CC1)N2)C=2C1=C(N=C(N2)OCC23CCCN3CCC2)C(=C(N=C1)C1=C(C=CC=C1)[C@H]1[C@@H](C1)C)F 4-((1R,5S)-3,8-diazabicyclo[3.2.1]octan-3-yl)-8-fluoro-2-((hexahydro-1H-pyrrolizin-7a-yl)methoxy)-7-(2-((1R,2R)-2-methylcyclopropyl)phenyl)pyrido[4,3-d]pyrimidine